2-((S)-6-((2',6'-dimethyl-4'-(((R)-tetrahydrofuran-3-yl)oxy)-[1,1'-biphenyl]-3-yl)methoxy)-2,3-dihydrobenzofuran-3-yl)acetic acid CC1=C(C(=CC(=C1)O[C@H]1COCC1)C)C1=CC(=CC=C1)COC1=CC2=C([C@@H](CO2)CC(=O)O)C=C1